NC1=C2C(=NC=N1)N(N=C2C2=CC(=CC=C2)N)CC=2OC1=CC=CC=C1CC2C2=CC=CC=C2 2-((4-Amino-3-(3-aminophenyl)-1H-pyrazolo[3,4-d]pyrimidin-1-yl)methyl)-3-phenyl-4H-chromene